[Cl-].C(C(=C)C)(=O)OCC[N+](CCCCCCCCCCCCCCCCCC)(C)C methacryloxyethyl-dimethyl-stearyl-ammonium chloride